C(C)OC(CNC)=O N-methyl-glycine ethyl ester